(S)-1-(4-methyl-5-(1-methyl-8-(methylamino)-1H-imidazo[4,5-f]isoquinolin-4-yl)pyridin-2-yl)butan-1-ol CC1=CC(=NC=C1C1=C2C(=C3C=C(N=CC3=C1)NC)N(C=N2)C)[C@H](CCC)O